ClC=1C=NC=C(C1[C@@H](C)OC=1C=C2C(=NNC2=CC1)C1=CC=C(N=N1)N1CC(C1)(N)C)Cl [6-[5-[(1R)-1-(3,5-dichloro-4-pyridinyl)ethoxy]-1H-indazol-3-yl]pyridazin-3-yl]-3-methyl-azetidin-3-amine